OCCC=1C=C(C=O)C=C(C1)OC(F)(F)F 3-(2-Hydroxyethyl)-5-(trifluoromethoxy)benzaldehyde